[2-[4-benzyloxy-1-(4-fluoro-3-methyl-phenyl)indol-2-yl]-2-methyl-propoxy]-tert-butyl-dimethyl-silane C(C1=CC=CC=C1)OC1=C2C=C(N(C2=CC=C1)C1=CC(=C(C=C1)F)C)C(CO[Si](C)(C)C(C)(C)C)(C)C